ClC1=CC(=C(C=C1)N1CCC(CC1)=NO)F (4-chloro-2-fluorophenyl)piperidin-4-one oxime